O=C(CCCCCCCC(=O)OC(CCCCCCCC)CCCCCCCC)CCCCCCCC(=O)OC(CC)CCCCCCCC 1-(heptadecan-9-yl) 17-(undecan-3-yl) 9-oxoheptadecanedioate